methyl 4-oxocyclohexane-1-carboxylate O=C1CCC(CC1)C(=O)OC